C(C)(C)(C)OC(NCC1(CC1)C=O)=O (1-formyl-cyclopropyl)methyl-carbamic acid tert-butyl ester